ClC=1C=C(C(=O)NS(=O)(=O)N2CCCC2)C=CC1C(=O)N1CC2=C(CC1)C=1C(=CC(=C(C1OC2=O)C)N2C[C@@H](N(CC2)C)COC)C (R)-3-chloro-4-(8-(3-(methoxymethyl)-4-methylpiperazin-1-yl)-7,10-dimethyl-5-oxo-1,3,4,5-tetrahydro-2H-chromeno[3,4-c]pyridine-3-carbonyl)-N-(pyrrolidin-1-ylsulfonyl)benzamide